1-(aminomethyl)-N,N-dimethylcyclohexanamine NCC1(CCCCC1)N(C)C